C(C1=CC=CC=C1)N1CCC(CC1)CCN1C(NC(C(=C1C)C(=O)OCC)C1=CC=C(C=C1)OCCCCCN1CCCCC1)=O Ethyl 1-(2-(1-benzylpiperidin-4-yl)ethyl)-6-methyl-2-oxo-4-(4-((5-(piperidin-1-yl)pentyl)oxy)phenyl)-1,2,3,4-tetrahydropyrimidine-5-carboxylate